racemic-tert-butyl N-(8,9-difluoro-6-methoxy-4-oxo-1,2-dihydropyrano[3,4-c]isoquinolin-1-yl)-N-methyl-carbamate FC=1C(=CC=2C3=C(N=C(C2C1)OC)C(OC[C@@H]3N(C(OC(C)(C)C)=O)C)=O)F |r|